1-[(1R,2R,4S)-2-bicyclo[2.2.1]heptanyl]-3-[(2-pyrazol-1-ylpyridin-4-yl)methyl]urea [C@@H]12[C@@H](C[C@@H](CC1)C2)NC(=O)NCC2=CC(=NC=C2)N2N=CC=C2